C1(=CC=CC=C1)C=1[CH-][Se]C=CC1 phenylselenainide